(terphenylyl)(dimethylfluorenyl)(spirobifluorenyl)amine C1(=C(C=CC=C1)N(C=1C2(C3=CC4=CC=CC=C4C3=CC1)C=CC=C1C3=CC=CC=C3C=C12)C1=C(C(=CC=2C3=CC=CC=C3CC12)C)C)C=1C(=CC=CC1)C1=CC=CC=C1